zinc methylisobutylketone zinc salt [Zn].CC(=O)CC(C)C.[Zn]